cobalt potassium oxide [O-2].[K+].[Co+2]